benzyl 4-[4-[(2-cyanoethylamino)methyl]-2,6-difluoro-phenyl]piperazine-1-carboxylate C(#N)CCNCC1=CC(=C(C(=C1)F)N1CCN(CC1)C(=O)OCC1=CC=CC=C1)F